C(C)(C)C1=C(C(=CC(=C1)C(C)C)C(C)C)S(=O)(=O)OC1=NC(=NC2=CC(=C(C=C12)Br)OC)C 6-Bromo-7-methoxy-2-methylquinazolin-4-yl 2,4,6-triisopropylbenzenesulfonate